C1(CC1)C(C1=NN=NN1CC(F)(F)F)N1N=CC(=C1)[N+](=O)[O-] 5-[cyclopropyl-(4-nitropyrazol-1-yl)methyl]-1-(2,2,2-trifluoroethyl)tetrazole